C1(NCCC2=CC=CC=C12)C(=O)N TETRAHYDROISOQUINOLINE-1-CARBOXAMIDE